CO[Si](CCCNCCC[Si](OC)(OC)OC)(OC)OC Bis(3-tri-methoxysilylpropyl)amine